FC=1C=C(CC=2C=C3C(=NNC3=CC2)NC(C2=C(C=C(C=C2)N2CCN(CC2)CC=2C=C3C(N(C(C3=CC2F)=O)C2C(NC(CC2)=O)=O)=O)NC2CCOCC2)=O)C=C(C1)F N-(5-(3,5-difluorobenzyl)-1H-indazol-3-yl)-4-(4-((2-(2,6-dioxopiperidin-3-yl)-6-fluoro-1,3-dioxoisoindolin-5-yl)methyl)piperazin-1-yl)-2-((tetrahydro-2H-pyran-4-yl)amino)benzamide